(E)-3-(6-aminopyridin-3-yl)-N-((5-(5-(4,4-difluoropiperidine-1-carbonyl)pyridin-2-yl)-7-(pyridin-3-yl)benzofuran-2-yl)methyl)acrylamide NC1=CC=C(C=N1)/C=C/C(=O)NCC=1OC2=C(C1)C=C(C=C2C=2C=NC=CC2)C2=NC=C(C=C2)C(=O)N2CCC(CC2)(F)F